N-trimethoxylsilylpropyl-N,N,N-trimethylammonium O(C)[Si](OC)(OC)CCC[N+](C)(C)C